C(C)(C)C1=C2CCCC2=CC(=C1N)C(C)C 4,6-diisopropyl-2,3-dihydro-1H-inden-5-amine